N-(4-(4-amino-5-(3-ethoxy-4-((4-methylpyrimidin-2-yl)oxy)phenyl)-7-methyl-7H-pyrrolo[2,3-d]pyrimidin-6-yl)phenyl)methacrylamide NC=1C2=C(N=CN1)N(C(=C2C2=CC(=C(C=C2)OC2=NC=CC(=N2)C)OCC)C2=CC=C(C=C2)NC(C(=C)C)=O)C